C(C1=CC=CC=C1)(=O)O.C(C1=CC=CC=C1)(=O)O.CC(C)(C(CC(C(C)(C)C)NC)O)C 2,2,6,6-tetramethyl-5-(methylamino)heptan-3-ol dibenzoate